1,4-dichloropyridino[3,4-d]pyridazine ClC1=C2C(=C(N=N1)Cl)C=NC=C2